OC(=O)C(F)(F)F.BrC=1C=C2CCC3(CCNCC3)OC2=CC1 6-bromo-spiro[chromane-2,4'-piperidine] TFA salt